1-((5-((5-(4-chlorophenyl)furo[2,3-d]pyrimidin-4-yl)thio)-1,3,4-oxadiazol-2-yl)methyl)pyrrolidin-2-one ClC1=CC=C(C=C1)C1=COC=2N=CN=C(C21)SC2=NN=C(O2)CN2C(CCC2)=O